(piperidin-4-ylmethyl)isothiazolidine 1,1-dioxide N1CCC(CC1)CN1S(CCC1)(=O)=O